O=C1NC(CCC1N1C(C2=CC=C(C=C2C1=O)N1CCC(CC1)CCS(=O)(=O)[O-])=O)=O (1-(2-(2,6-Dioxopiperidin-3-yl)-1,3-dioxoisoindolin-5-yl)piperidin-4-yl)methylmethanesulfonate